COC1=C(C=CC(=C1)C=CC)O 2-methoxy-4-(prop-1-enyl)phenol